FC=1C(=NC=CC1)\C=C\C1=C(C(=C(C(=C1)OC)C(C)C)OC)F (E)-3-fluoro-2-(2-fluoro-4-isopropyl-3,5-dimethoxystyryl)pyridine